2-chloro-2'-isocyano-1,1'-biphenyl ClC1=C(C=CC=C1)C1=C(C=CC=C1)[N+]#[C-]